tert-butyl 2-(4-chloro-2,6-diisopropylphenyl)acetate ClC1=CC(=C(C(=C1)C(C)C)CC(=O)OC(C)(C)C)C(C)C